1-eicosyl-2-docosanoyl-glycero-3-phosphoserine C(CCCCCCCCCCCCCCCCCCC)OCC(OC(CCCCCCCCCCCCCCCCCCCCC)=O)COP(=O)(O)OC[C@H](N)C(=O)O